N,N-diethyl-1-(2-(3-methyl-1,2,4-oxadiazol-5-yl)-2-azaspiro[3.4]oct-6-yl)piperidine-4-carboxamide C(C)N(C(=O)C1CCN(CC1)C1CC2(CN(C2)C2=NC(=NO2)C)CC1)CC